ClC=1C=C(C=CC1)CN1C(CCC1=O)CC(=O)NS(=O)(=O)C(F)(F)F 2-[1-[(3-chlorophenyl)methyl]-5-oxopyrrolidin-2-yl]-N-(trifluoromethylsulfonyl)acetamid